3-((3-(4-(2-(isobutylsulfonyl)phenoxy)-3-(trifluoromethyl)phenyl)-1,2,4-oxadiazol-5-yl)methyl)-1-(2-morpholinoethyl)-8-(pyrimidine-4-carbonyl)-1,3,8-triazaspiro[4.5]decane-2,4-dione C(C(C)C)S(=O)(=O)C1=C(OC2=C(C=C(C=C2)C2=NOC(=N2)CN2C(N(C3(C2=O)CCN(CC3)C(=O)C3=NC=NC=C3)CCN3CCOCC3)=O)C(F)(F)F)C=CC=C1